[N+](#[C-])C(=O)[C@H](O)[C@@H](O)[C@H](O)[C@H](O)CO.[Cu] copper isocyanoglucose